C[C@@H]1[C@H]([C@@H]([C@H]([C@H](O1)OP(=O)([O-])OP(=O)([O-])OC[C@@H]2[C@H]([C@H]([C@@H](O2)N3C=CC(=O)NC3=O)O)O)NC(=O)C)O)NC(=O)C The molecule is a nucleotide-sugar oxoanion that is the conjugate base of UDP-N,N'-diacetylbacillosamine, having an anionic diphosphate function; major microspecies present at pH 7.3. It is a conjugate base of an UDP-N,N'-diacetylbacillosamine.